CC(COC(C1=CC=C(C=C1)O)=O)(COC(C1=CC=C(C=C1)O)=O)C 2,2-dimethyl-1,3-bis(4-hydroxybenzoyloxy)propane